ClC1=NC(=C2C(=N1)N(N=C2)[C@H]2[C@@H]([C@@H]([C@H](O2)COCP(O)(O)=O)O)O)NC2CC(C2)(F)F [(2R,3S,4R,5R)-5-[6-chloro-4-[(3,3-difluoro-cyclobutyl)amino]-pyrazolo[3,4-d]-pyrimidin-1-yl]-3,4-dihydroxy-tetrahydro-furan-2-yl]methoxy-methylphosphonic acid